C(C1=CC=CC=C1)OC1=NC(=CC=C1C1=NN(C2=CC(=CC=C12)N1CC(N(CC1)C(=O)OC(C)(C)C)C(F)(F)F)C)OCC1=CC=CC=C1 tert-butyl 4-[3-(2,6-dibenzyloxy-3-pyridyl)-1-methyl-indazol-6-yl]-2-(trifluoromethyl)piperazine-1-carboxylate